3-(3-methyl-5-nitro-2-oxo-benzimidazol-1-yl)piperidine-2,6-dione CN1C(N(C2=C1C=C(C=C2)[N+](=O)[O-])C2C(NC(CC2)=O)=O)=O